3-hydroxy-2-(4,4,4-trifluorobutylsulfanyl)benzonitrile OC=1C(=C(C#N)C=CC1)SCCCC(F)(F)F